Cl[PH2](N1C=CC=C1)N1C=CC=C1 1,1'-(chlorophosphoranediyl)bis(1H-pyrrole)